(4-tert-butyl amino-3-(ethylthio)-5-methylphenyl)(4-fluorobenzyl)carbamate C(C)(C)(C)NC1=C(C=C(C=C1C)OC(NCC1=CC=C(C=C1)F)=O)SCC